FC1=CC(=C(C=C1)C=1C2=C(C(=NC1OC)C=1C=C3CCN(CC3=CC1)C(=O)OC(C)(C)C)C=CS2)OCCOC tert-butyl 6-[7-[4-fluoro-2-(2-methoxyethoxy)phenyl]-6-methoxy-thieno[3,2-c]pyridin-4-yl]-3,4-dihydro-1H-isoquinoline-2-carboxylate